C1(CCCCC1)N(CCO)CC1=NN=NN1C1=CC(=CC=C1)[N+](=O)[O-] 2-(cyclohexyl((1-(3-nitrophenyl)-1H-tetrazol-5-yl)methyl)amino)ethan-1-ol